(7-{6-[(1S)-1-hydroxybutyl]-4-methylpyridin-3-yl}-2,6-naphthyridin-3-yl)-3-methyloxetane-3-carboxamide O[C@@H](CCC)C1=CC(=C(C=N1)C1=NC=C2C=C(N=CC2=C1)C1OCC1(C(=O)N)C)C